ClC1=CC(=C(C=C1)NC1=NC2=CC(=C(C=C2C=N1)O)OC)C ((4-chloro-2-methylphenyl)amino)-7-methoxyquinazolin-6-ol